6-[(3S)-3-(cyanomethyl)-4-prop-2-enoyl-piperazin-1-yl]-2-[[(2S)-1-(2-hydroxyethyl)pyrrolidin-2-yl]methoxy]-N-(3-hydroxy-1-naphthyl)pyrimidine-4-carboxamide C(#N)C[C@H]1CN(CCN1C(C=C)=O)C1=CC(=NC(=N1)OC[C@H]1N(CCC1)CCO)C(=O)NC1=CC(=CC2=CC=CC=C12)O